FC1=CN=C2N1C=C(C=C2C(=O)OC)CNC2(CCC2)C methyl 3-fluoro-6-(((1-methylcyclobutyl)amino)methyl)imidazo[1,2-a]pyridine-8-carboxylate